ClC=1C(=C(CN2CCC(CC2)(C(=O)O)CC2=NC(=C(C(=C2F)C2(COC2)C)F)NC2=NNC(=C2)C)C=CC1)F 1-(3-chloro-2-fluorobenzyl)-4-((3,5-difluoro-6-((5-methyl-1H-pyrazol-3-yl)amino)-4-(3-methyl-oxetan-3-yl)pyridin-2-yl)methyl)-piperidine-4-carboxylic acid